methyl 2-fluoro-5-((6-fluoro-1-(phenylsulfonyl)-4-((1-(tetrahydro-2H-pyran-2-yl)-1H-pyrazol-3-yl)methyl)-1H-indol-5-yl)oxy)benzimidothioate FC1=C(C(=N)SC)C=C(C=C1)OC=1C(=C2C=CN(C2=CC1F)S(=O)(=O)C1=CC=CC=C1)CC1=NN(C=C1)C1OCCCC1